Ethyl 3-((3-(2-((tert-butoxycarbonyl)amino)pyridin-4-yl)thieno[3,2-b]pyridin-5-yl)amino)-1-methyl-1H-pyrazole-4-carboxylate C(C)(C)(C)OC(=O)NC1=NC=CC(=C1)C1=CSC=2C1=NC(=CC2)NC2=NN(C=C2C(=O)OCC)C